C1(CCCC1)C=1C=C(C(=NC1)NC(=O)C1=CC(=C(C=C1SC1=NN=NN1C)CNC(OC(C)(C)C)=O)[N+](=O)[O-])F tert-butyl N-[[4-[(5-cyclopentyl-3-fluoro-2-pyridyl)carbamoyl]-5-(1-methyltetrazol-5-yl)sulfanyl-2-nitro-phenyl]methyl]carbamate